C(N1C(N(C2=C1C=NC(=C2)NC2=NC1=C(C=CC=C1C(=C2)C(=O)N2CCOCC2)C(F)(F)F)C2CC1(CC(C1)NC(=O)C1CC1)C2)=O)([2H])([2H])[2H] N-(6-(3-(methyl-d3)-6-((4-(morpholine-4-carbonyl)-8-(trifluoromethyl)quinolin-2-yl)amino)-2-oxo-2,3-dihydro-1H-imidazo[4,5-c]pyridin-1-yl)spiro[3.3]heptan-2-yl)cyclopropanecarboxamide